5-(4-(1-(4-(4-amino-3-(4-phenoxyphenyl)-1H-pyrazolo[3,4-d]pyrimidin-1-yl)piperidine-1-carbonyl)piperidin-4-yl)piperazin-1-yl)-2-(2,6-dioxopiperidin-3-yl)isoindoline-1,3-dione NC1=C2C(=NC=N1)N(N=C2C2=CC=C(C=C2)OC2=CC=CC=C2)C2CCN(CC2)C(=O)N2CCC(CC2)N2CCN(CC2)C=2C=C1C(N(C(C1=CC2)=O)C2C(NC(CC2)=O)=O)=O